S1C=NC2=C1C=CC(=C2)COC=2C(=CC(=C(C2)N2C(NC=1C(C2=O)=C(SC1)C(=O)O)=O)F)OC 3-[5-(1,3-benzothiazol-5-ylmethoxy)-2-fluoro-4-methoxyphenyl]-2,4-dioxo-1H-thieno[3,4-d]pyrimidine-5-carboxylic acid